N1(CCOCC1)S(=O)(=O)C=1C=CC=C2CNC(C12)=O 7-(morpholinesulfonyl)isoindolin-1-one